5-acetylamino-2-(1-methyl-1H-tetrazol-5-ylsulfanyl)-N-(4-trifluoromethyl-phenyl)-benzamide C(C)(=O)NC=1C=CC(=C(C(=O)NC2=CC=C(C=C2)C(F)(F)F)C1)SC1=NN=NN1C